(1S,2S)-2-fluoro-N-[3-[6-(1-hydroxypropyl)-4-methylpyridin-3-yl]-2-oxo-1H-1,6-naphthyridin-7-yl]cyclopropane-1-carboxamide F[C@@H]1[C@@H](C1)C(=O)NC1=NC=C2C=C(C(NC2=C1)=O)C=1C=NC(=CC1C)C(CC)O